CN1N=C(C(=C1)[C@H]1CN(C[C@H](O1)C)C1=NC=CC(=N1)C1=CN=C2N1C=C(C=C2)C(F)(F)F)C (2S,6R)-2-(1,3-dimethyl-1H-pyrazol-4-yl)-6-methyl-4-(4-(6-(trifluoromethyl)imidazo[1,2-a]pyridin-3-yl)pyrimidin-2-yl)morpholine